2-chloro-5-methoxy-4-[(1S)-1-[4-[1-ethyl-4-(trifluoromethyl)imidazol-2-yl]phenyl]ethoxy]pyrimidine ClC1=NC=C(C(=N1)O[C@@H](C)C1=CC=C(C=C1)C=1N(C=C(N1)C(F)(F)F)CC)OC